2-cyclohexylacetyl bromide C1(CCCCC1)CC(=O)Br